C(C1=CC=CC=C1)OP(OCC1=CC=CC=C1)N(C(C)C)C(C)C dibenzyl-N,N-diisopropylphosphoramidite